F[C@H]1[C@H]2CC[C@@H](CC1=O)N2C(=O)OC(C)(C)C |r| Rac-Tert-butyl (1R,2S,5S)-2-fluoro-3-oxo-8-azabicyclo[3.2.1]octane-8-carboxylate